CN1C=NC(=C1)[N+](=O)[O-] 1-methyl-4-nitroimidazole